C(C1=CC=CC=C1)NC(=O)N1CCN(CC1)C=1C=NN2C1C=CC(=C2)C=2C=NN(C2)C N-benzyl-4-(6-(1-methyl-1H-pyrazol-4-yl)pyrazolo[1,5-a]pyridin-3-yl)piperazine-1-carboxamide